pyridone ethanolamine salt C(O)CN.N1C(C=CC=C1)=O